CCCCCCCC/C=C\\CCCC(=O)O The molecule is a straight-chain, monounsaturated, 14-carbon long-chain fatty acid with a cis-double bond at position C-5 It is a long-chain fatty acid, a monounsaturated fatty acid and a tetradecenoic acid.